3-(4-nitrobenzoylamino)-4-triisopropylsiloxybenzene [N+](=O)([O-])C1=CC=C(C(=O)NC=2C=CC=CC2O[Si](C(C)C)(C(C)C)C(C)C)C=C1